2-(hydroxymethyl)azetidine OCC1NCC1